5-Bromo-2-chloro-N-cyclobutylnicotinamide BrC=1C=NC(=C(C(=O)NC2CCC2)C1)Cl